1-dodecyl-3-octyl-4-nitroindane sodium [Na].C(CCCCCCCCCCC)C1CC(C2=C(C=CC=C12)[N+](=O)[O-])CCCCCCCC